N-(2,6-dioxopiperidin-3-yl)-2-methylbenzo[d]oxazole-7-carboxamide O=C1NC(CCC1NC(=O)C1=CC=CC=2N=C(OC21)C)=O